ethyl 2-amino-1,3-thiazole-4-carboxylate NC=1SC=C(N1)C(=O)OCC